CN1CCN(CC1)C=1C=CC(=NC1)NC=1N=C(C2=C(N1)C=CS2)N2N=CCC2C2=CC=CC=C2 N-(5-(4-methylpiperazin-1-yl)pyridin-2-yl)-4-(5-phenyl-4,5-dihydro-1H-pyrazol-1-yl)thieno[3,2-d]pyrimidin-2-amine